7,7',7'',7'''-(4-(4-(6-phenylpyridin-2-yl)phenyl)pyridine-2,3,5,6-tetrayl)tetrakis(7H-benzo[c]carbazole) C1(=CC=CC=C1)C1=CC=CC(=N1)C1=CC=C(C=C1)C1=C(C(=NC(=C1N1C=2C=CC=CC2C=2C3=C(C=CC12)C=CC=C3)N3C=1C=CC=CC1C=1C2=C(C=CC31)C=CC=C2)N2C=3C=CC=CC3C=3C1=C(C=CC23)C=CC=C1)N1C=2C=CC=CC2C=2C3=C(C=CC12)C=CC=C3